OC1=C(C=C(C=C1)CCNC)OC 2-(4-Hydroxy-3-methoxyphenyl)-N-methyl-ethanamin